(R)-phenylglycine amide N[C@H](C1=CC=CC=C1)C(=O)N